CN1C2C=C(C(C1)CC2)C=2C=NC=CC2 2-methyl-5-(3-pyridyl)-2-azabicyclo[2.2.2]oct-5-ene